(R)-6-fluoro-4-oxo-1-(pyrazin-2-yl)-7-(2-((pyridin-2-yloxy)methyl)pyrrolidin-1-yl)-1,4-dihydroquinoline-3-carboxylic acid FC=1C=C2C(C(=CN(C2=CC1N1[C@H](CCC1)COC1=NC=CC=C1)C1=NC=CN=C1)C(=O)O)=O